triazaundecene N=NNCCCCCCCC